O1CCN(CC1)CCCNC1=NC(=NC=C1C(=O)N)NC1=CC2=C(OC[C@H](CN2)O)C=C1 4-((3-Morpholinopropyl)amino)-2-(((S)-2,3,4,5-tetrahydro-3-hydroxybenzo[b][1,4]oxazepin-7-yl)amino)pyrimidine-5-carboxamide